1-(4,4-difluorocyclohexyl)-6-(((4-nitrobenzo[d]oxazol-2-yl)methyl)thio)-1,5-dihydro-4H-pyrazolo[3,4-d]pyrimidin-4-one FC1(CCC(CC1)N1N=CC2=C1N=C(NC2=O)SCC=2OC1=C(N2)C(=CC=C1)[N+](=O)[O-])F